B(O)(O)OB(O)O.C12(C(CCC(C1(C)C)C2)(C)O)O (+)-Pinanediol Diborate